3-(2-cyclobutylphenyl)-N-(2-(difluoromethoxy)-6-methylpyridin-3-yl)azetidine-3-carboxamide C1(CCC1)C1=C(C=CC=C1)C1(CNC1)C(=O)NC=1C(=NC(=CC1)C)OC(F)F